tert-butyl 4-[(2-cyanophenyl)methyl]imidazole-1-carboxylate C(#N)C1=C(C=CC=C1)CC=1N=CN(C1)C(=O)OC(C)(C)C